FC1=C(C=CC2=C1B(OC2)O)C#N 7-fluoro-1-hydroxy-1,3-dihydrobenzo[c][1,2]oxaborole-6-carbonitrile